2-bromo-N-(4-bromophenyl)-2-phenylacetamide BrC(C(=O)NC1=CC=C(C=C1)Br)C1=CC=CC=C1